C12C(C=CCC1)C(NC2=O)=O cyclohex-3-ene-1,2-dicarboximide